2-((1r,4r)-4-((4,6-difluoro-5-(4'-((3-((methylsulfonyl)methyl)azetidin-1-yl)methyl)-[1,1'-biphenyl]-4-yl)-1H-benzo[d]imidazol-2-yl)oxy)cyclohexyl)acetic acid FC1=C(C(=CC=2NC(=NC21)OC2CCC(CC2)CC(=O)O)F)C2=CC=C(C=C2)C2=CC=C(C=C2)CN2CC(C2)CS(=O)(=O)C